4-{2-[1-(3,4-dichlorophenyl)-1H-pyrazol-3-yloxy]ethyl}morpholine ClC=1C=C(C=CC1Cl)N1N=C(C=C1)OCCN1CCOCC1